C(C)(=O)C1=CC=C(C=C1)SC1=CC=C(C=C1)[S+](C1=CC=CC=C1)C1=CC=CC=C1 [4-(4-acetylphenylthio)phenyl]diphenyl-sulfonium